(3aR,6R,6aR)-6-ethenyl-2,2-dimethyl-hexahydrocyclopenta[d][1,3]dioxol-4-one C(=C)[C@H]1CC([C@H]2[C@@H]1OC(O2)(C)C)=O